Cl.OC1=CC=C2C(C=C(OC2=C1O)C1=CC=C(C=C1)OCCCCN1CCCCC1)=O 7,8-Dihydroxy-2-(4-(4-(piperidin-1-yl)butoxy)phenyl)-4H-chromen-4-one hydrochloride